4-[hydroxy(methyl)phosphono]-L-homoalanine OOP(=O)(OC)CC[C@H](N)C(=O)O